C(C)N(CCCCC(CCCCCCCC\C=C/C\C=C/CCCCC)(CCCCCCCC\C=C/C\C=C/CCCCC)O)C (6Z,9Z,28Z,31Z)-19-(4-(Ethyl(methyl)amino)butyl)heptatriconta-6,9,28,31-tetraen-19-ol